BrC1=CC=CC(=N1)OC1CC2CCC(C1)N2C(=O)OC(C)(C)C tert-butyl 3-[(6-bromopyridin-2-yl)oxy]-8-azabicyclo[3.2.1]octane-8-carboxylate